CN1C(C(=C(C2=CC=CC=C12)N1CCC(CC1)OC1=CC=C(C=C1)N1N=CN=C1)C#N)=O 1-methyl-2-oxo-4-{4-[4-(1H-1,2,4-triazol-1-yl)phenoxy]piperidin-1-yl}-1,2-dihydroquinoline-3-carbonitrile